(S)-2-(1-amino-1,3-dihydro-spiro[inden-2,4'-piperidin]-1'-yl)-5-(3-(4-fluoro-3,5-dihydroxyphenyl)prop-1-yn-1-yl)-3-methylpyridin-4(3H)-one NC1C2=CC=CC=C2CC12CCN(CC2)C2=NC=C(C([C@H]2C)=O)C#CCC2=CC(=C(C(=C2)O)F)O